2-bromo-1-(3-methylpyridin-2-yl)ethan-1-one BrCC(=O)C1=NC=CC=C1C